1-[3-(5-{[(5-Chlorothiophen-2-yl)methyl](methyl)amino}-1-(4-methylfuran-3-carbonyl)-1H-pyrazol-3-yl)-2-(trifluoromethyl)piperidin-1-yl]-2,2-dimethylpropan-1-on ClC1=CC=C(S1)CN(C1=CC(=NN1C(=O)C1=COC=C1C)C1C(N(CCC1)C(C(C)(C)C)=O)C(F)(F)F)C